FC=1C(=C(C(=CC1)F)C=1C(=CN(C1C(C1=CC=C(C=C1)CCCCCCCCO)=O)C)C(=O)OC)C Methyl 4-(3,6-difluoro-2-methylphenyl)-5-(4-(8-hydroxyoctyl)benzoyl)-1-methyl-1H-pyrrole-3-carboxylate